8-Bromo-4-hydroxyisoquinoline-3-carboxylic acid methyl ester COC(=O)C=1N=CC2=C(C=CC=C2C1O)Br